(R)-6-((4,6-dimethyl-2-oxo-1,2-dihydropyridin-3-yl)methyl)-2-(trans-4-(dimethylamino)cyclohexyl)-2,4-dimethyl-9-(thiophen-2-yl)-7,8-dihydro-[1,3]dioxolo[4,5-g]isoquinolin-5(6H)-one CC1=C(C(NC(=C1)C)=O)CN1C(C=2C(=C3C(=C(C2CC1)C=1SC=CC1)O[C@](O3)(C)[C@@H]3CC[C@H](CC3)N(C)C)C)=O